3-(2-(8-(Cyclopropylmethyl)-1,4-dioxaspiro[4.5]decan-8-yl)ethyl)isoxazole C1(CC1)CC1(CCC2(OCCO2)CC1)CCC1=NOC=C1